N-methyl-7-(pyrazolo[1,5-a]pyridin-3-yl)-N-(2,2,6,6-tetramethylpiperidin-4-yl)-5H-isochromeno[3,4-d]thiazol-2-amine CN(C=1SC2=C(N1)OCC=1C=C(C=CC12)C=1C=NN2C1C=CC=C2)C2CC(NC(C2)(C)C)(C)C